FC1=C(C=C(C=C1)F)C1=C(C(=NC=C1)N1C[C@H](CC1)F)NC(CC12CCCN2CCC1)=O (S)-N-(4-(2,5-difluoro-phenyl)-2-(3-fluoropyrrolidin-1-yl)pyridin-3-yl)-2-(tetrahydro-1H-pyrrolizin-7a(5H)-yl)-acetamide